2-((1R,4R)-5-(3-amino-2-chloro-5-cyanophenyl)-2,5-diazabicyclo[2.2.1]heptan-2-yl)-4-(cyclopropyl(4-methoxybenzyl)amino)pyrazolo[1,5-a][1,3,5]triazine-8-carbonitrile NC=1C(=C(C=C(C1)C#N)N1[C@H]2CN([C@@H](C1)C2)C2=NC=1N(C(=N2)N(CC2=CC=C(C=C2)OC)C2CC2)N=CC1C#N)Cl